5-acetyl-2-fluoro-5,10-dihydro-11H-dibenzo[b,e][1,4]diazepin-11-one C(C)(=O)N1C2=C(NC(C3=C1C=CC(=C3)F)=O)C=CC=C2